C1(CC1)NC(C([C@H](C[C@H]1C(NCC1)=O)NC([C@H](CC(C)C)NC(OC(CC1=CC(=CC=C1)Cl)C1=CC=CC=C1)=O)=O)=O)=O 2-(3-chlorophenyl)-1-phenylethyl ((S)-1-(((S)-4-(cyclopropylamino)-3,4-dioxo-1-((S)-2-oxopyrrolidin-3-yl)butan-2-yl)amino)-4-methyl-1-oxopentan-2-yl)carbamate